chloro-tert-butyl-dimethylsilane Cl[Si](C)(C)C(C)(C)C